C(CCCCCCC\C=C/CCCCCCCC)(=O)OCC cis-9-Octadecenoic acid, ethyl ester